4-Amino-3-(7-(2-naphthalenesulfonamido)benzo[d][1,3]dioxol-4-yl)-1H-pyrazole NC=1C(=NNC1)C1=CC=C(C=2OCOC21)NS(=O)(=O)C2=CC1=CC=CC=C1C=C2